C(C)C(CN1C(=C(C(C=C1)=O)OC(=O)C(C)(C)C)CC)CCCC N-(2-ethylhexyl)-2-ethyl-3-t-butylcarbonyloxy-pyridin-4-one